methoxyformic acid COC(=O)O